(5aR,8R)-2-Bromo-9,10-didehydro-N,N-diethyl-6-methylergoline-8-carboxamide BrC1=C2C[C@H]3N(C[C@@H](C=C3C=3C=CC=C(N1)C32)C(=O)N(CC)CC)C